C(C)C=1OC(=CC1N(C(=O)N)S(N(C1CCOCC1)C=1C=NN(C1)C)(=O)=O)CC (2,5-diethylfuran-3-yl)-1-[(1-methyl-1H-pyrazol-4-yl)(oxan-4-yl)sulfamoyl]-urea